(9Z,12Z)-octadeca-9,12-dien-1-yl 2-((9Z,12Z)-octadeca-9,12-dienamido)-4,5,6,7-tetrahydrothieno[2,3-c]pyridine-3-carboxylate C(CCCCCCC\C=C/C\C=C/CCCCC)(=O)NC1=C(C2=C(CNCC2)S1)C(=O)OCCCCCCCC\C=C/C\C=C/CCCCC